C(C)(=O)O.FC=1C(=C(C=CC1F)C(=O)N1CC(C1)(O)CC=1NC=CN1)NC1=C(C=C(C=C1)I)F {(3,4-difluoro-2-[(2-fluoro-4-iodophenyl)amino]phenyl)carbonyl}-3-(1H-imidazol-2-ylmethyl)azetidin-3-ol acetate salt